ClC=1C=C(CNC2=NC(=NC3=CC=C(C=C23)C=2C(=NOC2C)C)C(=O)NCC=2SC=C(N2)C)C=CC1 4-((3-chlorobenzyl)amino)-6-(3,5-dimethylisoxazol-4-yl)-N-((4-methylthiazol-2-yl)methyl)quinazoline-2-carboxamide